Maleic hydrazide, potassium salt [K+].C(\C=C/C(=O)[O-])(=O)NN